CC=1C=CC=NC1 5-methyl-pyridin